OC[C@@H]1[C@H]([C@@H](CNC1)O)O (3r,4r,5r)-5-(hydroxymethyl)piperidine-3,4-diol